C(C)(C)(C)OC(=O)N(C(OC(C)(C)C)=O)C1=NC(=NC=C1)S(=O)(=O)C tert-butyl N-[(tert-butoxy)carbonyl]-N-(2-methylsulfonylpyrimidin-4-yl)carbamate